(S)-3-(3-(1-methyl-2-oxo-5-(pyrazolo[1,5-a]pyridine-3-yl)-1,2-dihydro-3H-imidazo[4,5-b]pyridine-3-yl)piperidin-1-yl)-3-oxopropanenitrile CN1C(N(C2=NC(=CC=C21)C=2C=NN1C2C=CC=C1)[C@@H]1CN(CCC1)C(CC#N)=O)=O